CC(=CCC1C(CCC1)=O)CCC=C(C)C 2-(3,7-dimethyl-2,6-octadienyl)cyclopentanone